C(C)(C)(C)OC(=O)N(C1=CC=C(C(=C1)C1=CC=CC=C1)C(=O)ON1C(CCC1=O)=O)CCCC 2,5-dioxopyrrolidin-1-yl 5-((tert-butoxycarbonyl) (butyl) amino)-[1,1'-biphenyl]-2-carboxylate